C(C1=CC=CC=C1)N1N=CC(=C1)C(=O)N1CC2(CN(C2)C(=O)[C@@H]2C(C2)(C)C)C(C1)C(=O)N[C@H](C(=O)O)[C@@H](C)OCC1=CC=CC=C1 (2S,3R)-2-(6-(1-benzyl-1H-pyrazole-4-carbonyl)-2-((S)-2,2-dimethylcyclopropanecarbonyl)-2,6-diazaspiro[3.4]octane-8-carboxamido)-3-(benzyloxy)butanoic acid